(Z)-1-((2-(2,6-dioxopiperidin-3-yl)-1,3-dioxoisoindolin-4-yl)sulfanyl)-N-(2-(4-(1-(4-hydroxyphenyl)-2-phenylbut-1-en-1-yl)phenoxy)ethyl)-N-methyl-3,6,9,12-tetraoxapentadecane-15-amide O=C1NC(CCC1N1C(C2=CC=CC(=C2C1=O)SCCOCCOCCOCCOCCC(=O)N(C)CCOC1=CC=C(C=C1)\C(=C(\CC)/C1=CC=CC=C1)\C1=CC=C(C=C1)O)=O)=O